CC(CCCC)C1=CC(=CC(=C1C(=O)O)O)O 6-(hexan-2-yl)-2,4-dihydroxybenzoic acid